17-((5-nitropyridin-2-yl)oxy)-3,6,9,12,15-pentaoxaheptadecan-1-amine [N+](=O)([O-])C=1C=CC(=NC1)OCCOCCOCCOCCOCCOCCN